(R)-2-amino-5-(2-ethyl-4-(2-hydroxy-2-(3-(trifluoromethyl)phenyl)acetamido)phenyl)-N-isopropylnicotinamide NC1=C(C(=O)NC(C)C)C=C(C=N1)C1=C(C=C(C=C1)NC([C@@H](C1=CC(=CC=C1)C(F)(F)F)O)=O)CC